CC1(OB(OC1(C)C)C1=CC=CC=2[C@@H](CCOC21)CNC(OC(C)(C)C)=O)C tert-butyl N-{[(4R)-8-(4,4,5,5-tetramethyl-1,3,2-dioxaborolan-2-yl)-3,4-dihydro-2H-1-benzopyran-4-yl]methyl}carbamate